BrC=1C2(C3=CC=CC=C3C1)CCC(CC2)(C(=O)OC)NC2=CC(=CC=C2)Cl methyl (1s,4s)-2'-bromo-4-(3-chloroanilino)spiro[cyclohexane-1,1'-indene]-4-carboxylate